FC(CNC(C1=C(C=C(C=C1OC)C1=CN=C2N1C=CC(=C2)C=2C=NN(C2)C)OC)=O)F N-(2,2-difluoroethyl)-2,6-dimethoxy-4-[7-(1-methylpyrazol-4-yl)imidazo[1,2-a]pyridin-3-yl]benzamide